6-(1,3-benzothiazol-2-ylmethoxy)quinoline-2,4-dicarboxylic acid S1C(=NC2=C1C=CC=C2)COC=2C=C1C(=CC(=NC1=CC2)C(=O)O)C(=O)O